N1(CCOCC1)C=1C=CC(=C(C1)C=1C(=NC(=CC1)C=1C=NNC1)C(=O)N)N1CCCCC1 (5-morpholinyl-2-(piperidin-1-yl)phenyl)-6-(1H-pyrazol-4-yl)pyridineamide